ClC1=C(C=CC=C1)C(=O)NC 2-chloro-N-methylbenzeneFormamide